CN1CC(C1)(C)[C@@](C=1C=C(C=NC1)N1C[C@H](CC1)C(C)(C)O)(C1=CC=C(C=C1)C(C)C)O 2-((S)-1-{5-[(R)-(1,3-Dimethyl-azetidin-3-yl)-hydroxy-(4-isopropyl-phenyl)-methyl]-pyridin-3-yl}-pyrrolidin-3-yl)-propan-2-ol